(R)-2-(5-methoxy-8-(1-methylpiperidin-3-yl)-5,6,7,8-tetrahydropyrido[2,3-c]pyridazin-3-yl)-3-methyl-5-(trifluoromethyl)phenol CO[C@@H]1CCN(C=2N=NC(=CC21)C2=C(C=C(C=C2C)C(F)(F)F)O)C2CN(CCC2)C